C1(=CC=CC2=CC=CC=C12)C=1C(OCC1)=O 3-(Naphthalen-1-yl)furan-2(5H)-one